silver tetrachloride [Ag](Cl)(Cl)(Cl)Cl